2,2-bis(3,5-dimethyl-4-aminocyclohexyl)propane CC1CC(CC(C1N)C)C(C)(C)C1CC(C(C(C1)C)N)C